5,5-Dimethyl-3-(4-morpholine-4-yl-4-propyl-piperidine-1-yl)-11-oxo-6,11-dihydro-5H-pyrido[4,3-b]carbazole-8-carbonitrile CC1(C2=C(C(C=3C=4C=CC(=CC4NC13)C#N)=O)C=NC(=C2)N2CCC(CC2)(CCC)N2CCOCC2)C